methyl (2S)-2-[[(2S)-2-(tert-butoxycarbonylamino)-4-methyl-pentanoyl]amino]-3-[(3S)-2-oxo-3-piperidyl]propanoate C(C)(C)(C)OC(=O)N[C@H](C(=O)N[C@H](C(=O)OC)C[C@H]1C(NCCC1)=O)CC(C)C